trimethyl borate B(OC)(OC)OC